C(=O)(O)CCCN1C=C(C(NS1(=O)=O)C1=C(C=C(C=C1)Cl)Cl)C(=O)O 6-(3-Carboxypropyl)-3-(2,4-dichlorophenyl)-3,6-dihydro-2H-1,2,6-thiadiazine-4-carboxylic acid 1,1-dioxide